tert-butyl ((2S)-1-(2-(3-amino-3-oxopropyl)-2-(2-chloro-2-fluoroacetyl) hydrazineyl)-3-(bicyclo[1.1.1]pentan-1-yl)-1-oxopropan-2-yl)carbamate NC(CCN(NC([C@H](CC12CC(C1)C2)NC(OC(C)(C)C)=O)=O)C(C(F)Cl)=O)=O